O1C=NC2=NC(=CC=C21)C=O oxazolo[4,5-b]Pyridine-5-carbaldehyde